O1C(CCCC1)[O-] oxanolate